silaxanthene [SiH]1=CC=CC=2OC3=CC=CC=C3CC12